C(Br)C1CO1 epibromohydrin